(3aR,5s,6aS)-2-((tetrahydro-2H-pyran-4-yl)methyl)octahydrocyclopenta[c]pyrrol O1CCC(CC1)CN1C[C@@H]2[C@H](C1)CCC2